3-Ethoxy-5-{6-[2-(6-methoxy-benzofuran-5-yl)-ethylamino]-pyrimidin-4-yl}-thiophene C(C)OC1=CSC(=C1)C1=NC=NC(=C1)NCCC=1C(=CC2=C(C=CO2)C1)OC